N-[(5-bromo-2,3-dihydrobenzofuran-7-yl)methyl]acetamide BrC=1C=C(C2=C(CCO2)C1)CNC(C)=O